ClC1=C(C(=CC=2C(=CCCC12)C=1C=NC(=NC1)F)C#N)OCC 4-chloro-3-ethoxy-8-(2-fluoropyrimidin-5-yl)-5,6-dihydronaphthalene-2-carbonitrile